COC(\C=C\C1=C(C(=CC=C1N1N=NN=C1)Cl)F)=O.C(CCCC)(=O)OC=1C2=CC=CC=C2C(=C2C=CC=CC12)OC(CCCC)=O 9,10-bis(n-pentanoyloxy)anthracene (E)-Methyl-3-(3-chloro-2-fluoro-6-(1H-tetrazol-1-yl)phenyl)acrylate